2,4,6-trichlorophenyl glycidyl ether C(C1CO1)OC1=C(C=C(C=C1Cl)Cl)Cl